CC(CCC=CC)C 6-methyl-2-heptene